FC(C(C(F)(F)F)OC(=O)N1CCC(CC1)(C)N(C)CC1=C(C=C(C=C1)C(F)(F)F)C1(CCCC1)C(=O)O)(F)F 1-(2-{[(1-{[(1,1,1,3,3,3-Hexafluoropropan-2-yl)oxy]carbonyl}-4-methylpiperidin-4-yl)(methyl)amino]methyl}-5-(trifluoromethyl)phenyl)cyclopentane-1-carboxylic acid